N-[4-[4-[6-Chloro-4-(trifluoromethyl)-2-pyridyl]piperazin-1-yl]sulfonylphenyl]-3-[3,6-diazabicyclo[3.2.0]heptan-3-yl]benzamide ClC1=CC(=CC(=N1)N1CCN(CC1)S(=O)(=O)C1=CC=C(C=C1)NC(C1=CC(=CC=C1)N1CC2CNC2C1)=O)C(F)(F)F